2-hydroxy-benzensulfonic acid OC1=C(C=CC=C1)S(=O)(=O)O